C(CC#C)C1(N=N1)CCOC1=CC=C(C=C1)C1=CC=C(C=C1)NC=1C2=C(N=C(N1)N1CCOCC1)C(N(C2)C(C)C)=O 4-[(4'-{2-[3-(but-3-yn-1-yl)-3H-diaziren-3-yl]ethoxy}[1,1'-biphenyl]-4-yl)amino]-2-(morpholin-4-yl)-6-(propan-2-yl)-5,6-dihydro-7H-pyrrolo[3,4-d]pyrimidin-7-one